tert-butyl (R)-4-((S)-3-(1,3-dioxoisoindolin-2-yl)-2-fluoropropyl)-2,2-dimethyloxazolidine-3-carboxylate O=C1N(C(C2=CC=CC=C12)=O)C[C@H](C[C@H]1N(C(OC1)(C)C)C(=O)OC(C)(C)C)F